vinyl-octyl-trimethylsilane C(=C)C[Si](C)(C)CCCCCCCC